CN1CC(C1)NC (1-methyl-azetidin-3-yl)-methylamine